2-((12-(dimethyl(phenyl)silyl)dodecyl)oxy)ethyl hydrogen ((((R)-1-(6-amino-9H-purin-9-yl)propan-2-yl)oxy)methyl)phosphonate NC1=C2N=CN(C2=NC=N1)C[C@@H](C)OCP(OCCOCCCCCCCCCCCC[Si](C1=CC=CC=C1)(C)C)(O)=O